ClC1=C(C(=O)NC2=C(C=CC=C2)C2=CC=C(C=C2)C#CC(C)(C)OC)C=CC=N1 2-chloro-N-[4'-(3-methoxy-3-methylbut-1-yn-1-yl)biphenyl-2-yl]nicotinamide